(S)-2-(3-Methoxy-5-((3-methylpiperidin-1-yl)methyl)phenyl)-6-(3-((4-methyl-4H-1,2,4-triazol-3-yl)methyl)oxetan-3-yl)isoindolin-1-one COC=1C=C(C=C(C1)CN1C[C@H](CCC1)C)N1C(C2=CC(=CC=C2C1)C1(COC1)CC1=NN=CN1C)=O